CC1=CN=C2N1C1=CC=C(C=C1N(C2=O)C=2C(=NC=CC2)C)C(F)(F)F 1-Methyl-5-(2-methylpyridin-3-yl)-7-(trifluoromethyl)imidazo[1,2-a]Quinoxaline-4(5H)-on